(S)-5-chloro-4-((1-(3-((dimethylamino)methyl)phenyl)-ethyl)amino)-2-fluoro-N-(thiazol-4-yl)benzenesulfonamide formate C(=O)O.ClC=1C(=CC(=C(C1)S(=O)(=O)NC=1N=CSC1)F)N[C@@H](C)C1=CC(=CC=C1)CN(C)C